2-methoxyethyl-3H-triazole COCCN1N=NC=C1